C1(=CC=CC=C1)C1N(O1)S(=O)(=O)C1=CC=CC=C1 (rac)-3-phenyl-2-(phenylsulfonyl)-1,2-oxaziridine